1-(4-chloro-3-(trifluoromethyl)phenyl)-3-(2-chloro-4-fluoro-3-(quinoxaline-6-carbonyl)phenyl)urea ClC1=C(C=C(C=C1)NC(=O)NC1=C(C(=C(C=C1)F)C(=O)C=1C=C2N=CC=NC2=CC1)Cl)C(F)(F)F